COCC([C@H](C[C@H]1C(NCC1)=O)NC(=O)[C@H]1N(C[C@H]2[C@@H]1CCC2)C([C@H](C(C)C)NS(=O)(=O)C(F)(F)F)=O)=O (1S,3aR,6aS)-N-{(2S)-4-methoxy-3-oxo-1-[(3S)-2-oxopyrrolidin-3-yl]butan-2-yl}-2-{(2S)-3-methyl-2-[(trifluoromethanesulfonyl)amino]butanoyl}octahydrocyclopenta[c]pyrrole-1-carboxamide